6-(thiophene-2-yl)-1H-indazole S1C(=CC=C1)C1=CC=C2C=NNC2=C1